CC=1C(N2[C@H]([C@H](CCC2=CC1)NS(=O)(=O)C1CC1)COC1CCC(CC1)C1=CC=CC=C1)=O |r| rac-N-[(3S,4R)-7-methyl-6-oxo-4-({[(1s,4S)-4-phenylcyclohexyl]oxy}methyl)-1,3,4,6-tetrahydro-2H-quinolizin-3-yl]cyclopropanesulfonamide